O[C@H]1[C@@](COC1)(C)N1CCC(CC1)C=1C=C2C=C(N=CC2=CC1C)NC(=O)[C@@H]1CC12CCOCC2 (R)-N-(6-(1-((3S,4S)-4-hydroxy-3-methyltetrahydrofuran-3-yl)piperidin-4-yl)-7-methylisoquinolin-3-yl)-6-oxaspiro[2.5]octane-1-carboxamide